21-hydroxyheneicosyl palmitoleate C(CCCCCCC\C=C/CCCCCC)(=O)OCCCCCCCCCCCCCCCCCCCCCO